(R)-2-bromo-N-(1-methoxypropan-2-yl)-5-{[2-(trimethylsilyl)eth-oxy]methyl}-5H-pyrrolo[2,3-b]pyrazine-7-carboxamide BrC=1N=C2C(=NC1)N(C=C2C(=O)N[C@@H](COC)C)COCC[Si](C)(C)C